FC(S(=O)(=O)OC=1C=C(C(=CC1Cl)F)C1=C(C(=C(C(=C1F)F)F)F)F)(F)F 4-chloro-2',3',4',5',6,6'-hexafluoro-[1,1'-biphenyl]-3-yl trifluoromethanesulfonate